C=1(C(=CC(=C(C1)C#N)C#N)C#N)C#N benzene-1,2,4,5-tetracarbonitrile